(S)-N-(4-([1,2,4]triazolo[1,5-a]pyridin-7-yloxy)-3-methylphenyl)-6-(2-methylpiperazin-1-yl)pyrido[3,4-d]pyrimidin-4-amine hydrochloride Cl.N=1C=NN2C1C=C(C=C2)OC2=C(C=C(C=C2)NC=2C1=C(N=CN2)C=NC(=C1)N1[C@H](CNCC1)C)C